CCCCCCCCCCCCCCCCCCCCC n-Heneicosan